COC(\C=C\CC[C@@H](C(=O)NC=1C(N(C=CC1)CC(=O)N[C@H]1[C@H]2CC[C@@H](C1)C2)=O)NC(=O)C2=CN=NN2C)=O (S,E)-Methyl-7-(1-(2-((1S,2R,4R)-bicyclo[2.2.1]heptan-2-ylamino)-2-oxoethyl)-2-oxo-1,2-dihydropyridin-3-ylamino)-6-(1-methyl-1H-1,2,3-triazol-5-carboxamido)-7-oxohept-2-enoat